[Cu+2].[Cu+2].[Cl-].C(#N)CCCN1CC=CC=C1.[Cl-].[Cl-].[Cl-] 1-(3-cyanopropyl)pyridine Chloride di-copper(ii)